6-[4-[3-(4-acetylpiperazin-1-yl)propoxy]phenoxy]-1-methyl-indazole-5-carboxamide C(C)(=O)N1CCN(CC1)CCCOC1=CC=C(OC2=C(C=C3C=NN(C3=C2)C)C(=O)N)C=C1